Ethyl-2,3-dihydro-1H-indene-2-carboxylate C(C)OC(=O)C1CC2=CC=CC=C2C1